COC(=O)C1C(N(C(C1)=O)CC1=CC=C(C=C1)OC)C1=C(C=CC(=C1)F)Cl (2-chloro-5-fluorophenyl)-1-[(4-methoxyphenyl)methyl]-5-oxopyrrolidine-3-carboxylic acid methyl ester